6-(5-amino-1-(1-(but-2-ynyl)piperidin-3-yl)imidazo[1,5-c]pyrimidin-3-yl)-N-(4-cyanopyridin-2-yl)nicotinamide NC1=NC=CC=2N1C(=NC2C2CN(CCC2)CC#CC)C2=NC=C(C(=O)NC1=NC=CC(=C1)C#N)C=C2